ClC=1C=CC2=C(N=C(S2)C23CC(C2)(C3)NC(=O)C=3OC(=CC3)CS(=O)(=O)C)C1 N-(3-(5-chlorobenzo[d]thiazol-2-yl)bicyclo[1.1.1]pentan-1-yl)-5-((methylsulfonyl)methyl)furan-2-carboxamide